C(C)(C)(C)C1=CC=C(C=C1)N(C(=O)[C@@H]1N(CCC1)C#N)C(C(N1CCCC1)=O)C=1C=NC=CC1 (2R)-N-(4-tert-butylphenyl)-1-cyano-N-[2-oxo-1-(3-pyridyl)-2-pyrrolidin-1-yl-ethyl]pyrrolidine-2-carboxamide